CC1=C(C#N)C=C(C=C1)C(/C=C(/C=O)\C)(CC=C(C)C)C (E)-2-methyl-5-(2,4,7-trimethyl-1-oxooct-2,6-dien-4-yl)benzonitrile